COC1=CC=C2C=CN=C(C2=C1)NC=1C=CC(=NC1)C(=O)O 5-((7-methoxyisoquinolin-1-yl)amino)picolinic acid